C[C@@H]1[C@H]([C@H]([C@@H](O1)N2C=C(C(=O)NC2=O)F)O)O 5-Deoxy-5-fluorouridine